(4-chlorophenyl)sydnone ClC1=CC=C(C=C1)[N+]=1[N-]OC(C1)=O